R-1,2-epoxybutane C1[C@@H](CC)O1